FC1=CC(=C(C=C1)CO)C1OCCC1 (4-fluoro-2-(tetrahydrofuran-2-yl)phenyl)methanol